C(C)OC1=C(C=C(C=C1)S(=O)(=O)N1CCN(CC1)C)C1=NN2C(C(N1)=O)=C(C(=C2CCC)C(CC#N)O)C 3-(2-(2-ethoxy-5-((4-methylpiperazin-1-yl)sulfonyl)phenyl)-5-methyl-4-oxo-7-propyl-3,4-dihydropyrrolo[2,1-f][1,2,4]triazin-6-yl)-3-hydroxypropanenitrile